(1S)-N-(4-chlorophenyl)-6-(6-fluoro-7-methylquinolin-4-yl)-spiro[2.5]octane-1-carboxamide ClC1=CC=C(C=C1)NC(=O)[C@H]1CC12CCC(CC2)C2=CC=NC1=CC(=C(C=C21)F)C